4-tertbutyl-benzenesulfonyl chloride C(C)(C)(C)C1=CC=C(C=C1)S(=O)(=O)Cl